Methyl 2-({[(2S)-1-methoxy-1-oxopropan-2-yl]carbamoyl}amino)benzoate COC([C@H](C)NC(=O)NC1=C(C(=O)OC)C=CC=C1)=O